4-(2-(dimethylamino)thiazol-4-yl)benzoic acid CN(C=1SC=C(N1)C1=CC=C(C(=O)O)C=C1)C